Cl.C(C1=CC=CC=C1)OC(=O)C=1SC=C(C1)C1=CC(=CC(=C1)OC)[C@@H](C)N 4-[3-[(1R)-1-aminoethyl]-5-methoxy-phenyl]thiophene-2-carboxylic acid benzyl ester hydrochloride